C(CCCCCCCCCCCC=CCCCCCCCC)(=O)OCCCCCCCCCCCCCCCCCCCCCCCCCCCCCCCCCCCCCCC nonatriacontyl docos-13-enoate